CC1=CN=C2N1C=C(C=N2)C=2C=CN1N=C(N=CC12)N[C@@H]1C[C@@H](C1)N cis-N1-(5-(3-methylimidazo[1,2-a]pyrimidin-6-yl)pyrrolo[2,1-f][1,2,4]triazin-2-yl)cyclobutane-1,3-diamine